S1C2=C(C(=C1)C[C@H](N)C(=O)O)C=CC=C2 β-[3-benzo(b)thienyl]-alanine